Dioleylamin C(CCCCCCC\C=C/CCCCCCCC)NCCCCCCCC\C=C/CCCCCCCC